(S)-methyl 2-((S)-2-((tert-butoxycarbonyl)(methyl)amino)-3-cyclopropylpropanamido)-3-((S)-2-oxopiperidin-3-yl)propanoate C(C)(C)(C)OC(=O)N([C@H](C(=O)N[C@H](C(=O)OC)C[C@H]1C(NCCC1)=O)CC1CC1)C